[C@@H](C)(CC)NC(=O)N1[C@H]([C@H](CCC1)C1=NNC=C1)CO[C@@H]1CC[C@@H](CC1)C1=CC=CC=C1 (CIS)-N-((R)-sec-butyl)-2-((((CIS)-4-phenylcyclohexyl)oxy)methyl)-3-(1H-pyrazol-3-yl)piperidine-1-carboxamide